COC1=CC=C(C=C1)C1=C(C=C2CNC(C2=C1)=O)OCC1=NN(C=C1)C 6-(4-methoxyphenyl)-5-((1-methyl-1H-pyrazol-3-yl)methoxy)isoindolin-1-one